O.O.S(=O)(=O)(O)C1=CC=C(C=C1)P(C1=CC=CC=C1)C1=CC=C(C=C1)S(=O)(=O)O.[K].[K] dipotassium bis(p-sulfophenyl)phenylphosphine dihydrate